FC=1C(N(C=C(C1C(F)(F)F)CC=O)C(C(=O)OCC)CC(C)C)=O Ethyl 2-(3-fluoro-2-oxo-5-(2-oxoethyl)-4-(trifluoromethyl) pyridin-1(2H)-yl)-4-methylpentanoate